N[C@H](C(=O)NC1(CC1)C#N)CC=1SC2=C(N1)C=CC=C2 (S)-2-amino-3-(benzo[d]thiazol-2-yl)-N-(1-cyanocyclopropyl)propanamide